N1C(=NC=C1)CCN β-imidazolyl-ethylamine